C12(CC3CC(CC(C1)C3)C2)C=2C(=C(C=O)C=CC2)OC (adamantan-1-yl)-2-methoxybenzaldehyde